N1=CC(=CC=C1)N1CCOCC1 4-(pyridin-3-yl)morpholine